ClC1=CC=2C(N=C1C1=C3C=NNC3=CC=C1C)=NSC2N2[C@H](CN(CC2)C(C=C)=O)C 1-((3S)-4-(5-chloro-6-(5-methyl-1H-indazol-4-yl)-[1,2]thiazolo-[3,4-b]pyridin-3-yl)-3-methyl-1-piperazinyl)-2-propen-1-one